C(C)C(CO)C(CCC)O 2-ethylhexane-1,3-diol